CC1=C(C=CC=C1)C1=NC(=NC(=N1)C1=C(C=CC=C1)C)C1=C(C=C(C=C1)OCC(COC(C=C)=O)O)O 2,4-bis(2-methylphenyl)-6-[2-hydroxy-4-(3-acryloyloxy-2-hydroxypropyloxy)phenyl]-s-triazine